CCCCCCCCCCCCCCCCCCCCC(=O)O[C@H](COC(=O)CCCCCCC/C=C\CCCCCCCCC)COP(=O)(O)OC[C@@H](C(=O)O)N 1-(9Z-nonadecenoyl)-2-heneicosanoyl-glycero-3-phosphoserine